CC(C)=CC(CC)=C 2-methyl-4-methylenehex-2-ene